CC=1OC(=CC1C)C1=CC=C(C=C1)O 2,3-dimethyl-5-(4-hydroxyphenyl)furan